FC(C(C(F)(F)F)(O)C1=CC=C(C=C1)C1=C(C=C(C=C1)CN1C[C@@H](N(CC1)CC1=CC=NC=C1)C(=O)NC(C)C)C)(F)F (R)-4-((4'-(1,1,1,3,3,3-hexafluoro-2-hydroxypropan-2-yl)-2-methyl-[1,1'-biphenyl]-4-yl)methyl)-N-isopropyl-1-(pyridin-4-ylmethyl)piperazine-2-carboxamide